2-chloro-7-iodothieno[3,2-d]pyrimidine ClC=1N=CC2=C(N1)C(=CS2)I